COC(=O)N1C=CC2=C1N=CN=C2 pyrrolo[2,3-d]Pyrimidine-7-carboxylic acid methyl ester